C(CC)C(C(=O)[O-])CCCC.[Sn+2].C(CC)C(C(=O)[O-])CCCC Tin(II) 2-propylhexanoate